3-cyclohexyl-1-(t-butyldimethylsilyl)-2-propyn-1-one C1(CCCCC1)C#CC(=O)[Si](C)(C)C(C)(C)C